Copper oxide gold [Au].[Cu]=O